4'-(trifluoromethyl)[1,1'-biphenyl] FC(C1=CC=C(C=C1)C1=CC=CC=C1)(F)F